methyl (S)-6-azido-2-(((benzyloxy) carbonyl) amino)-5,5-difluorohexanoate N(=[N+]=[N-])CC(CC[C@@H](C(=O)OC)NC(=O)OCC1=CC=CC=C1)(F)F